COC(=O)C1(CNCC1)CCC=C 3-(but-3-en-1-yl)pyrrolidine-3-carboxylic acid methyl ester